guanylthiotaurine C(N)(=N)NCCS(=S)(=O)O